C(C)N1C(C=2N=CN=C(C3=CN4C(C(OCCCCC[C@@H](NC1=O)CCC(F)(F)F)=C3)=NC=C4)C2)C (16R)-13-ethyl-12-methyl-16-(3,3,3-trifluoropropyl)-12,13,16,17,18,19,20,21-octahydro-6,23:11,7-di(metheno)imidazo[2,1-c][1,4,8,10,13,15]oxapentaazacyclohenicosin-14(15H)-one